[N+](=O)([O-])C1=CC=C(C=C1)NS(=O)(=O)[O-] p-nitrophenylsulfamidate